FC(OC=1C(=NC(=NC1OC)NS(=O)(=O)C1=CNC(=C1)C=1SC=CN1)OC)F N-[5-(difluoromethoxy)-4,6-dimethoxy-pyrimidin-2-yl]-5-thiazol-2-yl-1H-pyrrole-3-sulfonamide